4-bromo-5-(trifluoromethyl)-1H-pyrazole BrC=1C=NNC1C(F)(F)F